OC=1C(=C2C=CC(=CC2=CC1)S(=O)(=O)[O-])N=NC1=CC=C(C=C1)S(=O)(=O)O.[Na+].[Na+].OC=1C(=C2C=CC(=CC2=CC1)S(=O)(=O)[O-])N=NC1=CC=C(C=C1)S(=O)(=O)O disodium 6-hydroxy-5-[(4-sulfophenyl)azo]-2-naphthalenesulfonate